(R)-2-(trifluoromethoxy)-1-(3-(trifluoromethoxy)phenyl)ethan-1-amine hydrochloride Cl.FC(OC[C@H](N)C1=CC(=CC=C1)OC(F)(F)F)(F)F